methyl (R)-2-(5-((6-(((S)-1-(4-(tert-butyl)phenyl)ethyl)carbamoyl)-1-isobutyl-2-methyl-1H-indol-3-yl)methyl)-2-chlorophenoxy)propanoate C(C)(C)(C)C1=CC=C(C=C1)[C@H](C)NC(=O)C1=CC=C2C(=C(N(C2=C1)CC(C)C)C)CC=1C=CC(=C(O[C@@H](C(=O)OC)C)C1)Cl